COC1=CC2=CC3=C(C(OC3)=O)C(=C2C=C1OC)C=1C=NC(=CC1)N1CCC(CC1)C 6,7-dimethoxy-9-(6-(4-methylpiperidin-1-yl)pyridin-3-yl)naphtho[2,3-c]furan-1(3H)-one